SCCC(=O)OCCOC(CCS)=O ethylene glycol di(3-mercaptopropionate)